CC1=C(C=NC=2OCCN(C21)C(=O)OC(C)(C)C)N2CC=1N=C(N=CC1CC2)NC2=CC=C(C=C2)CN2N=CC=N2 tert-butyl 8-methyl-7-[2-({4-[(2H-1,2,3-triazol-2-yl)methyl]phenyl}amino)-5H,6H,7H,8H-pyrido[3,4-d]pyrimidin-7-yl]-1H,2H,3H-pyrido[2,3-b][1,4]oxazine-1-carboxylate